FC1=C(C(=O)O)C=C(C=C1)S(F)(F)(F)(F)F 2-Fluoro-5-(pentafluoro-λ6-sulfaneyl)benzoic acid